N1=CC=C(C=C1)CCC1=CNC2=CC=CC=C12 3-(2-(Pyridin-4-yl)ethyl)-1H-indole